yttrium pentadecanoate C(CCCCCCCCCCCCCC)(=O)[O-].[Y+3].C(CCCCCCCCCCCCCC)(=O)[O-].C(CCCCCCCCCCCCCC)(=O)[O-]